potassium phosphorus silicon calcium magnesium [Mg].[Ca].[Si].[P].[K]